C(#N)C1=CC=C(C=C1)[C@@H](CN[C@@H](C(=O)NC1=CC2=C(NC(N2)=O)C=C1)C1=CC=CC=C1)C (R)-2-(((S)-2-(4-cyanophenyl)propyl)amino)-N-(2-oxo-2,3-dihydro-1H-benzo[d]imidazol-5-yl)-2-phenylacetamide